ClC=1C=C(C=C(C1OCCCCl)Cl)C(C)(C)C1=CC=C(C=O)C=C1 4-(2-(3,5-Dichloro-4-(3-chloropropoxy)phenyl)propan-2-yl)benzaldehyde